OCCC1SC=CC1 2-(2-hydroxyethyl)-2H-thiophene